BrC1=CC=C(C=C1)C1=NC2=CC=CC=C2C2=C1N(C=1C=CC=CC12)C1=NC=CC=C1 6-(4-bromophenyl)-7-(pyridin-2-yl)-7H-indolo[2,3-c]quinoline